2,6-dichloro-4-[rac-(1R)-1-methylpropyl]sulfanyl-pyridine ClC1=NC(=CC(=C1)S[C@@H](CC)C)Cl |r|